OC=1C=C(C=CC1O)/C=C/C(=O)OCC=C (E)-allyl 3-(3,4-dihydroxyphenyl)acrylate